2,3-bis(chloromethyl)thiophene ClCC=1SC=CC1CCl